ClC1=C(C=CC=C1)C1=CC=C(C=C1)NC(C[C@H]1C[C@H](N(C1)C=1C2=C(N=C(N1)C)C1=C(O2)C=CC=C1)C(=O)O)=O (2S,4R)-4-(2-((2'-chloro-[1,1'-biphenyl]-4-yl)amino)-2-oxoethyl)-1-(2-methylbenzofuro[3,2-d]pyrimidin-4-yl)pyrrolidine-2-carboxylic acid